N,N-bis(5-Ethyl-2-hydroxybenzyl)methylamine C(C)C=1C=CC(=C(CN(CC2=C(C=CC(=C2)CC)O)C)C1)O